1,4,5,6-tetrahydro-1,2,4-triazine N1N=CNCC1